ClC=1C=C2C(=CNC2=CC1)NC(=O)NC1=CC=C(C=C1)CN1CC(C1)(F)F 1-(5-Chloro-1H-indol-3-yl)-3-(4-((3,3-difluoroazetidin-1-yl)methyl)phenyl)urea